CNC(C1=NC=C(C=C1)N1C[C@H]2N(CC3=C(C=C4C=C(C(NC4=C3)=O)C)OCC2)CC1)=O (S)-N-methyl-5-(10-methyl-11-oxo-1,2,4,4a,5,6,11,14-octahydro-3H,12H-pyrazino[1',2':5,6][1,5]oxazocino[2,3-g]quinolin-3-yl)picolinamide